C(COCCO)N(CCOCCO)CCOCCO tris(3,6-dioxahexyl)amine